4-methyl-3-[[3-(3-nitrophenyl)oxetan-3-yl]methyl]-1,2,4-triazole CN1C(=NN=C1)CC1(COC1)C1=CC(=CC=C1)[N+](=O)[O-]